NC([C@H]([C@@H](C)O)NC(=O)[C@H]1N(CCC1)C(CCOCCOCCOCCN=[N+]=[N-])=O)=O (S)-N-((2S,3R)-1-amino-3-hydroxy-1-oxobutan-2-yl)-1-(3-(2-(2-(2-azidoethoxy)ethoxy)ethoxy)propanoyl)pyrrolidine-2-carboxamide